(4-(3-hydroxyoxetan-3-yl)phenyl)(5-(4-(trifluoromethyl)benzyl)hexahydropyrrolo[3,4-c]pyrrol-2(1H)-yl)methanone OC1(COC1)C1=CC=C(C=C1)C(=O)N1CC2CN(CC2C1)CC1=CC=C(C=C1)C(F)(F)F